C(C)OC(=O)N1CC2(CC(C2)N2CCC(CC2)N2[C@H](CC(C2)(F)F)CO)CC1 (2R,4S)-2-(4-((R)-4,4-difluoro-2-(hydroxymethyl)pyrrolidin-1-yl)piperidin-1-yl)-6-azaspiro[3.4]octane-6-carboxylic acid ethyl ester